N-[(3-Fluorophenyl)-methyl]-4-methyl-2-(1-methyl-propyl)-6-morpholin-4-yl-pyridine-3-carboxylic acid amide FC=1C=C(C=CC1)CNC(=O)C=1C(=NC(=CC1C)N1CCOCC1)C(CC)C